FC=1C=CC=C2CCC(C12)NC(\C=C\C1=CC=C2C=NNC2=C1)=O (E)-N-(7-Fluoro-2,3-dihydro-1H-inden-1-yl)-3-(1H-indazol-6-yl)acrylamid